C(C)(C)(C)C=1C=C(CN2C(NC(NC2=O)=O)=O)C=C(C1O)C(C)(C)C 3-(3,5-di-tert-butyl-4-hydroxybenzyl)-1,3,5-triazine-2,4,6(1H,3H,5H)-trione